ClC=1C=NC(=NC1)N1C[C@H]([C@H](CC1)C1C[C@H]2CC[C@@H](C1)N2[C@@H](C(=O)N)C2CC2)OCC (R)-2-((1R,3R,5S)-3-((3S,4R)-1-(5-chloropyrimidin-2-yl)-3-ethoxypiperidin-4-yl)-8-azabicyclo[3.2.1]octan-8-yl)-2-cyclopropylacetamide